6-[1-[8-(2-chlorophenyl)-7-(4-chlorophenyl)-1-methyl-2,6-dioxopurin-3-yl]ethyl]-N,N-bis[(4-methoxyphenyl)methyl]pyridine-3-sulfonamide ClC1=C(C=CC=C1)C1=NC=2N(C(N(C(C2N1C1=CC=C(C=C1)Cl)=O)C)=O)C(C)C1=CC=C(C=N1)S(=O)(=O)N(CC1=CC=C(C=C1)OC)CC1=CC=C(C=C1)OC